5-((tert-butyldimethylsilyl)oxy)-7H-cyclopenta[b]pyridine [Si](C)(C)(C(C)(C)C)OC1=CCC2=NC=CC=C21